tert-butyl (5-(tetrahydrofuran-3-yl)thiazolo[5,4-b]pyridin-2-yl)carbamate O1CC(CC1)C1=CC=C2C(=N1)SC(=N2)NC(OC(C)(C)C)=O